5-chloroindan-1-amine ClC=1C=C2CCC(C2=CC1)N